C(C)(C)(C)N1C[C@H]([C@@H](C1)C1=C(C=C(C=C1)Cl)F)C(=O)O (3s,4r)-1-(tert-butyl)-4-(4-chloro-2-fluorophenyl)pyrrolidine-3-carboxylic acid